CN1C(C2(C3=CC=CC=C13)CCC(C(C2)(C)C)=O)=O 1',5,5-trimethyl-2',4-dioxospiro[cyclohexane-1,3'-indolin]